C(#N)C=1C(=C2C(=NC1)N(C=C2)S(=O)(=O)C2=CC=CC=C2)N2C1CN(CC1C2)C(=O)OCC2=CC=CC=C2 benzyl 6-(5-cyano-1-(phenylsulfonyl)-1H-pyrrolo[2,3-b]pyridin-4-yl)-3,6-diazabicyclo[3.2.0]heptane-3-carboxylate